9,10-bis(phenylethynyl)-anthracene C1(=CC=CC=C1)C#CC=1C2=CC=CC=C2C(=C2C=CC=CC12)C#CC1=CC=CC=C1